5-(3-iodopropyl)-1,3-thiazole-4-carboxylic acid ethyl ester C(C)OC(=O)C=1N=CSC1CCCI